CS(=O)(=O)C1=C(C=CC=C1)NC(=O)C1=C(C(=O)N)C=CC=N1 ((2-(methylsulfonyl)phenyl)carbamoyl)nicotinamide